1-tert-butyl 3-methyl 5-[(3-bromo-2-fluorophenyl)methyl]-3-methyl-4-oxopyrrolidine-1,3-dicarboxylate BrC=1C(=C(C=CC1)CC1C(C(CN1C(=O)OC(C)(C)C)(C(=O)OC)C)=O)F